2'-{[3-fluoro-2-(methylaminosulfonylamino)-4-pyridyl]methyl}-6'-(3-pyridazinyloxy)-2'H,3'H-4'-oxa-2',8'-diazaspiro[cyclopropane-1,1'-naphthalen]-3'-one FC=1C(=NC=CC1CN1C2(C3=NC=C(C=C3OC1=O)OC=1N=NC=CC1)CC2)NS(=O)(=O)NC